1,2-bis(beta-hydroxyethyl)hydrazine Oxetan-3-yl-glycinate O1CC(C1)NCC(=O)O.OCCNNCCO